C1(C=C(CCC1)B1OC(C)(C)C(C)(C)O1)=O 2-cyclohexen-1-one-3-boronic acid pinacol ester